(Z)-2-(2,6-dioxopiperidin-3-yl)-5-(5-((1-(2-(4-(1-(4-hydroxyphenyl)-2-phenylbut-1-en-1-yl)phenoxy)ethyl)azetidin-3-yl)methoxy)pyrazin-2-yl)isoindoline-1,3-dione O=C1NC(CCC1N1C(C2=CC=C(C=C2C1=O)C1=NC=C(N=C1)OCC1CN(C1)CCOC1=CC=C(C=C1)\C(=C(\CC)/C1=CC=CC=C1)\C1=CC=C(C=C1)O)=O)=O